phosphonium hydroxide salt [OH-].[PH4+]